BrC(C)C1=NC=C2C=C(C(NC2=C1F)=O)CC 7-(1-bromoethyl)-3-ethyl-8-fluoro-1,6-naphthyridin-2(1H)-one